C1(CC1)C1=C(N=C(N1)C1=NC=CC(=C1)C=1C=NC=C(C1)S(=O)(=O)C)C 2'-(5-Cyclopropyl-4-methyl-1H-imidazol-2-yl)-5-(methylsulfonyl)-3,4'-bipyridin